phenyl-hydroxypentenoic acid C1(=CC=CC=C1)C(=C(C(=O)O)O)CC